BrC=1C=C(C(=NC1C1CCC(CC1)(F)F)C(C)(C)C)Cl 5-bromo-2-tert-butyl-3-chloro-6-(4,4-difluorocyclohexyl)pyridine